C(C)(C)(C)OC(=O)N1[C@H]([C@@H](OCC1)C1=CC(=NC(=C1)Cl)C1=CC(=NC=C1OC)C(NC)=O)C.CN(C=CC(=O)C1=CC=C(C=C1)C)C 3-(dimethylamino)-1-(p-tolyl)propan-2-en-1-one trans-tert-butyl-2-(6-chloro-5'-methoxy-2'-(methylcarbamoyl)-[2,4'-bipyridin]-4-yl)-3-methylmorpholine-4-carboxylate